(3R,6S,7R)- and (3R,6R,7S)-12-hydroxy-3,6-dimethyl-1,11-dioxo-N-(2,4,6-trifluorobenzyl)-1,4,5,6,7,11-hexahydro-3H-2,7-methanopyrido[1,2-a][1,4]diazonine-10-carboxamide OC=1C(C(=CN2C1C(N1[C@@H](CC[C@@H]([C@@H]2C1)C)C)=O)C(=O)NCC1=C(C=C(C=C1F)F)F)=O |&1:12,13|